(R)-2-(4-isopropyl-5-(8-methoxy-[1,2,4]triazolo[1,5-a]pyridin-6-yl)-1H-pyrazol-3-yl)-5-(2-methyl-4-(pentan-3-yl)piperazin-1-yl)thiazole C(C)(C)C=1C(=NNC1C=1C=C(C=2N(C1)N=CN2)OC)C=2SC(=CN2)N2[C@@H](CN(CC2)C(CC)CC)C